C(C)C1=C(C=CC2=C1B(OC2)O)C(=O)N[C@@H](C(C)C)C(=O)OCC2=CC=CC=C2 benzyl (7-ethyl-1-hydroxy-1,3-dihydrobenzo[c][1,2]oxaborole-6-carbonyl)-L-valinate